ClC=1C=C2C=C(NC2=CC1OCC1=CC(=NO1)C)CNC(COC)=O N-((5-chloro-6-((3-methylisoxazol-5-yl)methoxy)-1H-indol-2-yl)methyl)-2-methoxyacetamide